CC1(C(C2=CC=C(C=C2C1)C1=CSC=C1)NC(O[C@@H]1CN2CCC1CC2)=O)C (S)-quinuclidin-3-yl (2,2-dimethyl-5-(thiophen-3-yl)-2,3-dihydro-1H-inden-1-yl)carbamate